[C@@H]1([C@H]2[C@H](O2)[C@H](O1)CO)N1C2=NC=NC(=C2N=C1)N 9-(2,3-anhydro-β-D-ribofuranosyl)adenine